O1COC2=C1C=CC(=C2)C[C@@H](CC)NC (R)-1-(1,3-benzodioxol-5-yl)-N-methylbutan-2-amine